2-(6'-chlorospiro[cyclopropane-1,3'-pyrrolo[3,2-c]pyridin]-1'(2'H)-yl)-5-methylthiazole ClC1=CC2=C(C=N1)C1(CN2C=2SC(=CN2)C)CC1